C(C)(C)(C)[Mg]Cl tertiary butylmagnesium chloride